(RS)-4-(5-(((2R,3R,4S,5R,6R)-5-hydroxy-6-(hydroxymethyl)-3-methoxy-4-(4-(3,4,5-trifluorophenyl)-1H-1,2,3-triazol-1-yl)tetrahydro-2H-pyran-2-yl)methyl)isoxazol-3-yl)pyrrolidin-2-one O[C@@H]1[C@@H]([C@H]([C@H](O[C@@H]1CO)CC1=CC(=NO1)[C@@H]1CC(NC1)=O)OC)N1N=NC(=C1)C1=CC(=C(C(=C1)F)F)F |&1:15|